O=C1NC=C(C(N1)=O)C=1C=C(C=2N(N1)C=CN2)N2C[C@@H](C(C2)(F)F)OC2=NC=CC(=C2)C#N 2-[(3S)-1-[6-(2,4-dioxo-1H-pyrimidin-5-yl)imidazo[1,2-b]pyridazin-8-yl]-4,4-difluoro-pyrrolidin-3-yl]oxypyridine-4-carbonitrile